8-bromo-7-fluoro-N-(1-methanesulfonylpiperidin-4-yl)quinazolin-2-amine BrC=1C(=CC=C2C=NC(=NC12)NC1CCN(CC1)S(=O)(=O)C)F